hafnium zirconium gadolinium oxygen [O].[Gd].[Zr].[Hf]